C(C)[C@]1(NC(N(C(C1)=O)[C@@H]1[C@H](COC2=CC=C(C=C12)C(=O)N[C@H]1[C@](COC2=CC=CC=C12)(C)O)COC)=N)C (3S,4R)-4-[(4R)-4-ethyl-2-imino-4-methyl-6-oxo-hexahydropyrimidin-1-yl]-N-[(3S,4R)-3-hydroxy-3-methyl-chroman-4-yl]-3-(methoxymethyl)chromane-6-carboxamide